ClC1=NC(=NC=C1)N(CCO)C 2-((4-chloropyrimidin-2-yl)(methyl)amino)ethan-1-ol